N-(4-chlorophenyl)-4-phenylpiperazine-1-carboxamide ClC1=CC=C(C=C1)NC(=O)N1CCN(CC1)C1=CC=CC=C1